ribosyl-uracil C1([C@H](O)[C@H](O)[C@H](O1)CO)C=1C(NC(NC1)=O)=O